C(C)N1CCC(CC1)NC(=O)C=1N=C(SC1)C=1C=NN(C1)C1=CC=NC=C1 N-(1-ethylpiperidin-4-yl)-2-[1-(pyridin-4-yl)-1H-pyrazol-4-yl]-1,3-thiazole-4-carboxamide